(2R,5S)-3-(4-Cyano-3-(trifluoromethyl)phenyl)-N-(2,4-difluorophenyl)-2-(trifluoromethyl)oxazolidin-5-carboxamid C(#N)C1=C(C=C(C=C1)N1[C@H](O[C@@H](C1)C(=O)NC1=C(C=C(C=C1)F)F)C(F)(F)F)C(F)(F)F